benzoic acid (Z)-hex-3-en-1-yl ester C(C\C=C/CC)OC(C1=CC=CC=C1)=O